(((tert-butyldimethylsilyl)oxy)methyl)-5-phenylpyrrolidine [Si](C)(C)(C(C)(C)C)OCN1CCCC1C1=CC=CC=C1